3-chloro-5-(hydroxymethyl)cyclopentane-1,2-diol ClC1C(C(C(C1)CO)O)O